2-(4-bromo-3-fluoro-2-nitro-anilino)-3-hydroxy-butanoic acid methyl ester COC(C(C(C)O)NC1=C(C(=C(C=C1)Br)F)[N+](=O)[O-])=O